ClC=1C(=CC(=NC1)NC1=NC=CC(=C1)CSC)I 5-chloro-4-iodo-N-(4-((methylthio)methyl)pyridin-2-yl)pyridin-2-amine